3-fluoro-N-{4-fluoro-3-[5-(pyridin-2-yl)-2H-pyrazolo[3,4-b]pyridin-2-yl]phenyl}azetidine FC1CN(C1)C1=CC(=C(C=C1)F)N1N=C2N=CC(=CC2=C1)C1=NC=CC=C1